Cl.NCC(CO)O 3-amino-1,2-propanediol hydrochloride